methyl-triethoxysilane C[Si](OCC)(OCC)OCC